5,5-dimethyl-6,7-dihydro-5H-cyclopenta[d]pyrimidin-4-ol CC1(CCC=2N=CN=C(C21)O)C